methyl 2-(1,3-benzodioxol-5-ylamino)-2-phenyl-acetate O1COC2=C1C=CC(=C2)NC(C(=O)OC)C2=CC=CC=C2